Methyl 4-[(1S)-1-[[1-[2-(3-chlorophenoxy)ethylamino]cyclohexanecarbonyl]amino]ethyl]benzoate ClC=1C=C(OCCNC2(CCCCC2)C(=O)N[C@@H](C)C2=CC=C(C(=O)OC)C=C2)C=CC1